3-((S)-3-((R)-8-(1-ethyl-8-methyl-4-oxo-1,4-dihydroquinolin-3-ylsulfonyl)-1-oxa-8-azaspiro[4.5]decan-3-ylamino)-2-hydroxypropoxy)-N-methylbenzenesulfonamide C(C)N1C=C(C(C2=CC=CC(=C12)C)=O)S(=O)(=O)N1CCC2(C[C@H](CO2)NC[C@@H](COC=2C=C(C=CC2)S(=O)(=O)NC)O)CC1